5-amino-7-bromo-6-fluoro-2,3-dihydro-1H-indene-4-carboxamide NC1=C(C=2CCCC2C(=C1F)Br)C(=O)N